2-(4-fluorophenoxy)-5-(trifluoromethyl)benzamide FC1=CC=C(OC2=C(C(=O)N)C=C(C=C2)C(F)(F)F)C=C1